norcitrulline N[C@@H](CCNC(=O)N)C(=O)O